NC1=CC(=C(C=C1)C1=CN=C(S1)[C@@H]1CC[C@H](CC1)NC(OC(C)C)=O)S(NC(CO[Si](C)(C)C(C)(C)C)(C)C)(=O)=O trans-isopropyl N-[4-[5-[4-amino-2-[[2-[tert-butyl(dimethyl)silyl] oxy-1,1-dimethyl-ethyl]sulfamoyl]phenyl]thiazol-2-yl]cyclohexyl]carbamate